lanthanum-cerium-boron [B].[Ce].[La]